dihydro-5H-cyclopenta[b]pyridin-7-ol N1C2=C(C=CC1)CC=C2O